C(C)OC(=O)C=1N=NSC1NC(C1=CC(=CC=C1)C(F)(F)F)=O [3-(trifluoromethyl)benzamido]-1,2,3-thiadiazole-4-carboxylic acid ethyl ester